cyclohexanecarbaldehyde C1(CCCCC1)C=O